tert-butyl-peroxy-benzoate C(C)(C)(C)OOC(C1=CC=CC=C1)=O